FC1=CC=C(C[N+]2=C3N(C(C(=C2)C=2C(=NOC2C)C)=O)C=CC=C3)C=C1 1-(4-fluorobenzyl)-3-(3,5-dimethylisoxazol-4-yl)-4-oxo-4H-pyrido[1,2-a]pyrimidinium